6-Chloro-2-(trifluoromethyl)quinolin-4-ol ClC=1C=C2C(=CC(=NC2=CC1)C(F)(F)F)O